2-chloro-4-(3-(3-fluoro-4-hydroxyphenyl)-4,4-dimethyl-5-oxo-2-thioxoimidazolidin-1-yl)benzonitrile ClC1=C(C#N)C=CC(=C1)N1C(N(C(C1=O)(C)C)C1=CC(=C(C=C1)O)F)=S